[Fe].[Cr].[Ni] nickel-chromium iron